COCCOC1=CC=C(C=C1)C=CC=O 3-(4-(2-methoxyethoxy)phenyl)-prop-2-en-1-one